N1=C2C(=CC=C1C=1C=CC3=CN(N=C3C1)C1CCC(CC1)CNC(C1=C(C(=C(C(=C1)F)OCC1=CC=C(C=C1)OC)F)F)=O)CNC2 N-({(1r,4r)-4-[6-(6,7-dihydro-5H-pyrrolo[3,4-b]pyridin-2-yl)-2H-indazol-2-yl]cyclohexyl}methyl)-2,3,5-trifluoro-4-[(4-methoxyphenyl)methoxy]benzamide